3-[(1R)-1-[2-[1-(cyclopropoxy)ethyl]-4-pyridyl]-2,2-difluoro-ethoxy]-5-(2,4-ditert-butoxypyrimidin-5-yl)-1-methyl-pyrazolo[3,4-c]pyridazine C1(CC1)OC(C)C1=NC=CC(=C1)[C@H](C(F)F)OC1=NN(C2=NN=C(C=C21)C=2C(=NC(=NC2)OC(C)(C)C)OC(C)(C)C)C